C(C)(C)(C)N(C(O)=O)[C@H](\C=C(\S(=O)(=O)C)/F)C1CC1.BrC1=CC=C(C2=C1N=C(S2)C(CC)CCCC)Br 4,7-dibromo-2-(heptan-3-yl)benzothiazole Tert-butyl-(S,E)-(1-cyclopropyl-3-fluoro-3-(methylsulfonyl)allyl)carbamate